C(CCC(=O)C)(=O)OC(CCC(C)=O)=O 4-oxopentanoyl (levulinate)